2-(7-Methoxybenzo[d][1,3]dioxolan-5-yl)-6-methyl-3-oxo-2,3-dihydropyridazine COC1=CC(=CC2=C1OCO2)N2N=C(C=CC2=O)C